C(C1=CC=CC=C1)C1(CN(CC1)S(=O)(=O)C1CC1)C=1C=C2C=NN(C2=CC1C)C=1C=CC(N(C1)C)=O 5-(5-(3-benzyl-1-(cyclopropylsulfonyl)pyrrolidin-3-yl)-6-methyl-1H-indazol-1-yl)-1-methylpyridin-2(1H)-one